N,N-dimethyl-3-butyn-1-amine CN(CCC#C)C